N,N'-diethyl-N,N'-bis(2-hydroxyethyl)thiuram disulfide C(C)N(C(=S)SSC(=S)N(CCO)CC)CCO